2-{[(2R)-4-(tert-butoxycarbonyl)piperazin-2-yl]methoxy}-3-chloro-5,6-difluoro-4-iodobenzoic acid C(C)(C)(C)OC(=O)N1C[C@@H](NCC1)COC1=C(C(=O)O)C(=C(C(=C1Cl)I)F)F